6-[3-methyl-1-(oxetan-3-yl)-1H-pyrazolo[3,4-d]pyrimidin-6-yl]-2-[2-(trifluoromethyl)pyrimidin-5-yl]-2,6-diazaspiro[3.4]octane CC1=NN(C2=NC(=NC=C21)N2CC1(CN(C1)C=1C=NC(=NC1)C(F)(F)F)CC2)C2COC2